O1CCC2C1CN(C2)CC#CC2=NC=CC(=C2)N2C1CN(CC2CC1)C=1C=C(N=NC1N)C1=C(C=CC=C1)O 2-[5-[8-[2-[3-(2,3,3a,4,6,6a-hexahydrofuro[2,3-c]pyrrol-5-yl)prop-1-ynyl]-4-pyridyl]-3,8-diazabicyclo[3.2.1]octan-3-yl]-6-amino-pyridazin-3-yl]phenol